alpha-Aspartyl-4-hydroxyproline N[C@@H](CC(O)=O)C(=O)N1[C@@H](CC(C1)O)C(=O)O